C1N(CCC2=CC=CC=C12)CC=1OC=C(C(C1)=O)OCC1=CC=C(C=C1)C(=O)N1CC(CCC1)O 2-((3,4-dihydroisoquinolin-2(1H)-yl)methyl)-5-((4-(3-hydroxypiperidin-1-carbonyl)benzyl)oxy)-4H-pyran-4-one